CC1=CC=C(C(=N1)C1=CC=2N(C=C1)C=CN2)C=2C=NN(C2)CC(C(F)(F)F)(C)C 7-{6-Methyl-3-[1-(3,3,3-trifluoro-2,2-dimethylpropyl)-1H-pyrazol-4-yl]pyridin-2-yl}imidazo[1,2-a]pyridin